2,4,5-trifluorobenzyl alcohol FC1=C(CO)C=C(C(=C1)F)F